The molecule is a phosphatidylcholine O-38:5 in which the alkenyl group at position 1 is (9Z)-octadecenyl and the acyl group at position 2 is (5Z,8Z,11Z,14Z)-eicosatetraenoyl respectively. It has a role as a mouse metabolite. It derives from an arachidonic acid. CCCCCCCC/C=C\\CCCCCCCCOC[C@H](COP(=O)([O-])OCC[N+](C)(C)C)OC(=O)CCC/C=C\\C/C=C\\C/C=C\\C/C=C\\CCCCC